Amino-N-[[4-[1-(2,6-dioxo-3-piperidyl)-3-methyl-2-oxo-benzimidazol-5-yl]-1-piperidyl]sulfonyl]cyclohexanecarboxamide NC1(CCCCC1)C(=O)NS(=O)(=O)N1CCC(CC1)C1=CC2=C(N(C(N2C)=O)C2C(NC(CC2)=O)=O)C=C1